benzyl 4-methylhexahydropyrrolo[3,4-b][1,4]oxazine-6(2H)-carboxylate CN1C2C(OCC1)CN(C2)C(=O)OCC2=CC=CC=C2